4-(2,6-difluoro-4-nitrophenoxy)-7-(difluoromethoxy)-6-methoxyquinoline FC1=C(OC2=CC=NC3=CC(=C(C=C23)OC)OC(F)F)C(=CC(=C1)[N+](=O)[O-])F